tert-butyl (R)-3-methylpiperazine-1-carboxylate C[C@@H]1CN(CCN1)C(=O)OC(C)(C)C